N'-((1,2,3,5,6,7-hexahydro-s-indacen-4-yl)carbamoyl)-6-(3-methoxyazetidin-1-yl)-6,7-dihydro-5H-pyrazolo[5,1-b][1,3]oxazine-3-sulfonimidamide C1CCC2=C(C=3CCCC3C=C12)NC(=O)N=S(=O)(N)C=1C=NN2C1OCC(C2)N2CC(C2)OC